ClC1=CC(=NC=C1)N1C=C(C2=C1N=CN=C2N2[C@H](CN[C@@H](C2)C)C)C2=C(C=CC=C2)F 7-(4-chloropyridin-2-yl)-4-((2S,5R)-2,5-dimethylpiperazin-1-yl)-5-(2-fluorophenyl)-7H-pyrrolo[2,3-d]pyrimidine